C(CCC)C1=CC=C(C=C)C=C1 4-n-Butylstyrol